Br.CC(C(=O)OC1=CC=C2C(=C(CSC2=C1)Br)C=1C=NC(=NC1)OC1CN(CC1)CCCF)(C)C 3-bromo-4-(2-{[1-(3-fluoropropyl)pyrrolidin-3-yl]oxy}pyrimidin-5-yl)-2H-thiochromen-7-yl 2,2-dimethylpropanoate hydrobromide salt